CN1C[C@@H]2[C@H](C1)CCN2C2=C(C=NC=1NC3=C(C=C(C=C3C12)Cl)NC)C=1C=C2C(C(=CN(C2=NC1)C)C(=O)O)=O 6-[4-[cis-5-methyl-2,3,3a,4,6,6a-hexahydropyrrolo[2,3-c]pyrrol-1-yl]-6-chloro-8-(methylamino)-9H-pyrido[2,3-b]indol-3-yl]-1-methyl-4-oxo-1,8-naphthyridine-3-carboxylic acid